tetramethylguanidine imidazole salt N1C=NC=C1.CN(C(N(C)C)=N)C